CSCC1OCC1 2-(methylthiomethyl)-oxetane